C(C)(=O)C1=CC=C(C=C1)NC(=S)NNC(=O)C1=NC2=CC=CC=C2C=C1 N-(4-acetylphenyl)-2-(quinoline-2-carbonyl)hydrazine-1-carbothioamide